C(C(=C)CC(=O)O[Si](OC)(OC)OC)(=O)O[Si](OC)(OC)OC bis(trimethoxysilyl) itaconate